C(#C)C=1C(=CC(=NC1)NC(N(C)C1=NC(=C(C=C1)CN1C(CN(CC1)C)=O)C=O)=O)OCCOC 3-(5-ethynyl-4-(2-methoxyethoxy)pyridin-2-yl)-1-(6-formyl-5-((4-methyl-2-oxopiperazin-1-yl)methyl)pyridin-2-yl)-1-methylurea